N-(3-chloro-2-methylphenyl)-2-[(3-methoxy-2,2-dimethylpropyl)amino]-6-({[2-(trifluoromethyl)phenyl]carbonyl}amino)-1H-benzoimidazole-4-carboxamide ClC=1C(=C(C=CC1)NC(=O)C1=CC(=CC=2NC(=NC21)NCC(COC)(C)C)NC(=O)C2=C(C=CC=C2)C(F)(F)F)C